FC(C1=NN=C(S1)C1=NC=C2N1C=C(N=C2N2CCN(CC2)C(C(C)C)=O)S(=O)(=O)NC2(CC2)C)F 3-(5-(difluoromethyl)-1,3,4-thiadiazol-2-yl)-8-(4-isobutyrylpiperazin-1-yl)-N-(1-methylcyclopropyl)imidazo[1,5-a]pyrazine-6-sulfonamide